ClC1=CC=2[C@H]3[C@@H](CN(C2C(=C1)C1=C2C(=NC=C1)C=C(S2)CN2C(N(C=CC2=O)CC(F)F)=O)[C@H]2CNCC2)C3 3-[[7-[(1aS,3R,7bR)-6-chloro-3-pyrrolidin-3-yl-1,1a,2,7b-tetrahydrocyclopropa[c]quinolin-4-yl]thieno[3,2-b]pyridin-2-yl]methyl]-1-(2,2-difluoroethyl)pyrimidine-2,4-dione